N'-phenyl-N,N-dimethylformamidine C1(=CC=CC=C1)N=CN(C)C